COC1=NC=CC(=C1)C1=CC=2C(=NC=CC2N2C[C@@H]3CCC(C2)N3C3CC(C3)C#N)N1 (1S,3s)-3-(3-(2-(2-methoxypyridin-4-yl)-1H-pyrrolo[2,3-b]pyridin-4-yl)-3,8-diazabicyclo[3.2.1]octan-8-yl)cyclobutane-1-carbonitrile